NC1=C(C=CC(=C1F)NCC1=CC=C(C=C1)O)NC(C(C(CCCCCCC)F)F)=O N-(2-amino-3-fluoro-4-((4-hydroxybenzyl)amino)phenyl)-2,3-difluorodecanamide